ClC1=CN(C2=NC=CC(=C21)OC2=C(C=C(N)C=C2F)F)COCC[Si](C)(C)C 4-[(3-chloro-1-{[2-(trimethylsilyl)ethoxy]methyl}-1H-pyrrolo[2,3-b]pyridin-4-yl)oxy]-3,5-difluoroaniline